ethyl 5-bromo-2-(3,4-dichlorophenyl)-1-ethyl-4-oxo-6-[[3-(trifluoromethyl)pyrazol-1-yl]methyl]pyridine-3-carboxylate BrC=1C(C(=C(N(C1CN1N=C(C=C1)C(F)(F)F)CC)C1=CC(=C(C=C1)Cl)Cl)C(=O)OCC)=O